2-Chloro-5-cyano-benzoyl chloride ClC1=C(C(=O)Cl)C=C(C=C1)C#N